CN1N=CC(=C1)C1=CC=C(COC2=CC(=NC=N2)C2=CN=C3N2C=CC(=C3)OCCN3CCCC3)C=C1 3-{6-[4-(1-methyl-1H-pyrazol-4-yl)-benzyloxy]-pyrimidin-4-yl}-7-(2-pyrrolidin-1-yl-ethoxy)-imidazo[1,2-a]pyridine